(S)-3-(1-hydroxypropan-2-yl)-6-(1-methyl-1H-1,2,3-triazol-5-yl)-8-(pyridin-3-yl)pyrido[3,4-d]Pyrimidin-4(3H)-one OC[C@H](C)N1C=NC2=C(C1=O)C=C(N=C2C=2C=NC=CC2)C2=CN=NN2C